bis(dimethylcarbamoyl)zinc ethylene-bis(dithiocarbamate) C(CNC(S)=S)NC(S)=S.CN(C(=O)[Zn]C(N(C)C)=O)C